1-((((s)-1-(2-chlorophenyl)-2-oxocyclohexyl)(methyl)carbamoyl)oxy)ethyl acetyl-L-valinate C(C)(=O)N[C@@H](C(C)C)C(=O)OC(C)OC(N(C)[C@]1(C(CCCC1)=O)C1=C(C=CC=C1)Cl)=O